N1=C(C=CC=C1)SSC(CO)C=C 2-(2-pyridyldithio)-3-buten-1-ol